ClC1=C(C=NC2=NC(=CC=C12)OC)N 4-chloro-7-methoxy-1,8-naphthyridin-3-amine